4,1-benzoxazepine N=1C=COC=C2C1C=CC=C2